benzyl 3-(2-((tert-butoxycarbonyl) amino) ethoxy)azetidine-1-carboxylate C(C)(C)(C)OC(=O)NCCOC1CN(C1)C(=O)OCC1=CC=CC=C1